N-(2-(allyloxy)-6-fluorophenyl)-5-bromo-2-((4-(4-methylpiperazin-1-yl)phenyl)amino)pyrimidine-4-carboxamide C(C=C)OC1=C(C(=CC=C1)F)NC(=O)C1=NC(=NC=C1Br)NC1=CC=C(C=C1)N1CCN(CC1)C